C(C)C1=CC=CC=C1N1C(NCC1)=O 2-ethyl-3-(2-oxoimidazolidin-1-yl)benzene